(1-(3-bromo-5-fluoro-2-methylphenyl)ethyl)carbamate BrC=1C(=C(C=C(C1)F)C(C)NC([O-])=O)C